3-(1-hydroxy-2-methylpropan-2-yl)thiourea OCC(C)(C)NC(N)=S